N-(4-((4-((2-(2-(2-(2-azidoethoxy)ethoxy)ethoxy)ethyl)(methyl)amino)-6-methylpyrimidin-2-yl)amino)phenyl)-2-phenylacetamide N(=[N+]=[N-])CCOCCOCCOCCN(C1=NC(=NC(=C1)C)NC1=CC=C(C=C1)NC(CC1=CC=CC=C1)=O)C